ClC=1C(=NC(=NC1)NC1=C(C=C2CCN(CC2=C1)C)OC)N1C[C@](C2=CC=CC=C12)(C)CC(=O)OC (R)-methyl 2-(1-(5-chloro-2-((6-methoxy-2-methyl-1,2,3,4-tetrahydroisoquinolin-7-yl)amino)pyrimidin-4-yl)-3-methylindolin-3-yl)acetate